C(C)[C@H]1N(C[C@@H](N(C1)C1=C2N=C(N(C2=NC(=N1)NN)C[C@H]1OCCC1)C)C)C(CO)(C1=CC=C(C=C1)F)C1=CC=C(C=C1)F 2-((2R,5S)-2-ethyl-4-(2-hydrazineyl-8-methyl-9-(((S)-tetrahydrofuran-2-yl)methyl)-9H-purin-6-yl)-5-methylpiperazin-1-yl)-2,2-bis(4-fluorophenyl)ethan-1-ol